CN1N=CC(=C1)C=1C=C(C=2N(C1)N=CC2)C=2C=NC(=CC2)N2CC1N(C(C2)C1)C#CC 6-(1-methyl-1H-pyrazol-4-yl)-4-(6-(6-propynyl-3,6-diazabicyclo[3.1.1]heptan-3-yl)pyridin-3-yl)pyrazolo[1,5-a]pyridin